(S)-4-amino-N-(5-fluoro-6-(trifluoromethyl)-2,3-dihydrobenzofuran-3-yl)-N-methylimidazo[1,5-a]quinoxaline-8-carboxamide NC=1C=2N(C3=CC(=CC=C3N1)C(=O)N(C)[C@@H]1COC3=C1C=C(C(=C3)C(F)(F)F)F)C=NC2